N1[C@@H](CCCC1)CO [(2S)-piperidin-2-yl]methanol